ClCCCNCCNCCCCl 1,2-Bis(3-chloropropylamino)eth-ane